1-(4-tolyl)-5-amino-1H-pyrazole-4-carboxylic acid ethyl ester C(C)OC(=O)C=1C=NN(C1N)C1=CC=C(C=C1)C